C(C)(C)(C)C12CN(CC(CC1)N2C(=O)OCCOCCOCCCCCC)C2=C(C=C(C(=C2)F)CCN)F 2-(2-hexyloxyethoxy)ethanol tert-Butyl-3-(4-(2-aminoethyl)-2,5-difluorophenyl)-3,8-diazabicyclo[3.2.1]octane-8-carboxylate